(R)-4-(3-(5-(difluoromethyl)-1,3,4-thiadiazol-2-yl)-6-(N-(1-methylcyclopropyl)sulfamoyl)imidazo[1,5-a]pyridin-8-yl)-2-methylmorpholine-2-carboxamide FC(C1=NN=C(S1)C1=NC=C2N1C=C(C=C2N2C[C@@](OCC2)(C(=O)N)C)S(NC2(CC2)C)(=O)=O)F